(S)-3-((1R,3R)-1-(6-fluoro-3-(2-((3-fluoropropyl)amino)ethoxy)-2-methylphenyl)-3-methyl-1,3,4,9-tetrahydro-2H-pyrido[3,4-b]indol-2-yl)-2-methylpropanoic acid FC1=CC=C(C(=C1[C@H]1N([C@@H](CC2=C1NC1=CC=CC=C21)C)C[C@@H](C(=O)O)C)C)OCCNCCCF